C(C([2H])([2H])[2H])(=O)N1[C@@H](CN(C[C@H]1C)C(=O)OC(C)(C)C)C1=CC(=NC(=C1)B1OC(C(O1)(C)C)(C)C)Cl tertbutyl (3R,5R)-4-(acetyl-d3)-3-(2-chloro-6-(4,4,5,5-tetramethyl-1,3,2-dioxaborolan-2-yl)pyridin-4-yl)-5-methylpiperazine-1-carboxylate